N-(3-chloro-5-ethanesulfonamidophenyl)-1-methyl-5-(pyrimidin-2-yl)pyrrole-3-carboxamide ClC=1C=C(C=C(C1)NS(=O)(=O)CC)NC(=O)C1=CN(C(=C1)C1=NC=CC=N1)C